N1C(C=NC(C2=C1C=CC=C2)=O)=O Benzo[e][1,4]diazepin-2,5-dione